tert-butyl 3-hydrazinopropanoate N(N)CCC(=O)OC(C)(C)C